3-(3-(3-(6-cyclopropylimidazo[1,2-a]pyridine-3-carboxamido)-5-fluoro-4-methylphenyl)-1,2,4-oxadiazol-5-yl)azetidine-1-carboxylic acid methyl ester COC(=O)N1CC(C1)C1=NC(=NO1)C1=CC(=C(C(=C1)F)C)NC(=O)C1=CN=C2N1C=C(C=C2)C2CC2